(R)-N-(3-(4-chlorophenyl)-1-phenylpropyl)acetamide ClC1=CC=C(C=C1)CC[C@H](C1=CC=CC=C1)NC(C)=O